C(C)(C)N1N=CC(=C1)OC=1C(=NC=C(N1)C1=CC=C2C3(CN(CC2=C1)C)CC3)N ((1-isopropyl-1H-pyrazol-4-yl)oxy)-5-(2'-methyl-2',3'-dihydro-1'H-spiro[cyclopropane-1,4'-isoquinolin]-7'-yl)pyrazin-2-amine